FC(C(C(C(C(C(C(Cl)(F)F)(F)F)(F)F)(F)F)(F)F)(F)F)C tridecafluoro-1-chlorooctane